ClC=1C=CC2=C(C(=NCC=3N2C(=NC3)C)C3=C(C=CC=C3)F)C1 8-chloro-6-(2-fluorophenyl)-1-methyl-4H-imidazo[1,5-a][1,4]benzodiazepine